N-Cyclopropyl-4-(3-isopropyl-2-(8-methoxy-[1,2,4]triazolo[1,5-a]pyridin-6-yl)-1H-indol-5-yl)-N-methylcyclohexan-1-amin C1(CC1)N(C1CCC(CC1)C=1C=C2C(=C(NC2=CC1)C=1C=C(C=2N(C1)N=CN2)OC)C(C)C)C